6-Chloro-3-[1-hydroxyl-(3-methyl-isoxazol-5-yl)-methylidene]-5-(4-hydroxy-phenyl)-1,3-dihydro-indol-2-one ClC1=C(C=C2C(C(NC2=C1)=O)=C(O)C1=CC(=NO1)C)C1=CC=C(C=C1)O